N=1N(N=CC1)CC(=O)NN 2-(2H-1,2,3-triazol-2-yl)acethydrazide